Cl.Cl.NCCC(=O)N1CC2CCC(C1)N2C2=NC=C(C#N)C=C2 6-(3-(3-aminopropionyl)-3,8-diazabicyclo[3.2.1]octan-8-yl)nicotinonitrile dihydrochloride